(2S,6S)-4-(2-(6-cyclopropyl-7-fluoroimidazo[1,2-a]pyridin-3-yl)pyrimidin-4-yl)-2-methyl-6-(3-methyl-1,2,4-oxadiazol-5-yl)morpholine C1(CC1)C=1C(=CC=2N(C1)C(=CN2)C2=NC=CC(=N2)N2C[C@@H](O[C@@H](C2)C2=NC(=NO2)C)C)F